5,7-dihydrospiro[cyclopenta[b]pyridine-6,3'-pyrrolo[2,3-b]pyridin] N1=CC2(C=3C1=NC=CC3)CC=3C(=NC=CC3)C2